(1S,3aR,4S,6R,7S,7aR)-2-((S)-3,3-dimethyl-2-(2,2,3,3,3-pentafluoropropanamido)butanoyl)-6-fluorooctahydro-1H-4,7-methanoisoindole-1-carboxylic acid CC([C@@H](C(=O)N1[C@@H]([C@H]2[C@H]3[C@@H](C[C@@H]([C@H]2C1)C3)F)C(=O)O)NC(C(C(F)(F)F)(F)F)=O)(C)C